1-(5Z,8Z,11Z,14Z,17Z-eicosapentaenoyl)-2-nonadecanoyl-glycero-3-phosphoserine CCCCCCCCCCCCCCCCCCC(=O)O[C@H](COC(=O)CCC/C=C\C/C=C\C/C=C\C/C=C\C/C=C\CC)COP(=O)(O)OC[C@@H](C(=O)O)N